COC=1C=C2C(=NC(=NC2=CC1OC)C)NC(C)C=1SC(=CC1)C1=C(C=CC=C1)CNCC(F)(F)F 6,7-dimethoxy-2-methyl-N-{1-[5-(2-{[(2,2,2-trifluoroethyl)amino]methyl}phenyl)thiophen-2-yl]ethyl}quinazolin-4-amine